(1S,3S,4S)-2-(2-chloro-9-hydroxy-9H-fluorene-9-carbonyl)-N-((R)-1-cyano-2-((R)-2-oxopiperidin-3-yl)ethyl)-5,5-difluoro-2-azabicyclo[2.2.2]octane-3-carboxamide ClC1=CC=2C(C3=CC=CC=C3C2C=C1)(C(=O)N1[C@@H]2CC([C@H]([C@H]1C(=O)N[C@H](C[C@@H]1C(NCCC1)=O)C#N)CC2)(F)F)O